imidazo[1,2-a]pyridine-8-carboxylic acid N=1C=CN2C1C(=CC=C2)C(=O)O